NCC(=O)O.CO[C@@H](C(=O)NC=1SC(=NN1)N[C@H]1CN(CC1)C=1N=NC=CC1)C1=CC(=CC=C1)N1CC(C1)OC (2R)-2-methoxy-2-[3-(3-methoxyazetidin-1-yl)phenyl]-N-[5-[[(3R)-1-pyridazin-3-ylpyrrolidin-3-yl]amino]-1,3,4-thiadiazol-2-yl]acetamide glycinoate